C1N(CCC2=CC=CC=C12)C[C@H](CN1C(C2=CC=C(C=C2CC1)N1CCC(CC1)OCCN(C)C)=O)O 2-[(2R)-3-(3,4-Dihydro-1H-isochinolin-2-yl)-2-hydroxy-propyl]-6-[4-[2-(dimethylamino)ethoxy]-1-piperidyl]-3,4-dihydroisochinolin-1-on